Cl.Cl.N[C@H](C(=O)N1C=C(C2=CC(=CC=C12)OC)CCN(C)C)C(C)C (S)-2-amino-1-(3-(2-(dimethylamino)ethyl)-5-methoxy-1H-indol-1-yl)-3-methylbutan-1-one dihydrochloride